FC(C1=NN=C2N1CCN(C2)C2=NC=C(C#N)C=C2)F 6-(3-(difluoromethyl)-5,6-dihydro-[1,2,4]triazolo[4,3-a]pyrazin-7(8H)-yl)nicotinonitrile